BrC1=CC=C2C(NN=C(C2=C1)CC=1C=CC(=C(C(=O)N2CC(N(CC2)C2=NC=C(C#N)C=C2)C)C1)F)=O 6-(4-(5-((7-Bromo-4-oxo-3,4-dihydrophthalazin-1-yl)methyl)-2-fluorobenzoyl)-2-methylpiperazin-1-yl)nicotinonitrile